N1(CCNCC1)CCCCN 4-(piperazin-1-yl)butane-1-amine